2,4-diacetamido-3,6-dibenzoyl-2,4-dideoxy-1-(4-methoxybenzyl)-β-D-mannopyranose C(C)(=O)N[C@@H]1[C@](O)(O[C@@H]([C@H]([C@@]1(O)C(C1=CC=CC=C1)=O)NC(C)=O)C(O)C(C1=CC=CC=C1)=O)CC1=CC=C(C=C1)OC